C(C)(C)(C)OC(=O)N1C[C@H](N(CC1)C1=CC=C2C(=NN(C2=C1)C)C=1C(=NC(=CC1)OCC1=CC=CC=C1)OCC1=CC=CC=C1)C (R)-4-(3-(2,6-bis(benzyloxy)pyridin-3-yl)-1-methyl-1H-indazol-6-yl)-3-methylpiperazine-1-carboxylic acid tert-butyl ester